C(CC)OCN1N=NN=C1 (propoxymethyl)-1H-1,2,3,4-tetrazol